3-NAPHTHYLALANINE C1(=CC=CC2=CC=CC=C12)C[C@H](N)C(=O)O